Tert-Butyl 4-(4-ethylbenzoyl)piperazine-1-carboxylate C(C)C1=CC=C(C(=O)N2CCN(CC2)C(=O)OC(C)(C)C)C=C1